3-(5-ethoxy-2-(trifluoromethyl)phenyl)-2-iminothiazolidin-4-one C(C)OC=1C=CC(=C(C1)N1C(SCC1=O)=N)C(F)(F)F